N(N)C(=O)C1=CC=C(CN(S(=O)(=O)C)C=2C=NC=CC2)C=C1 N-(4-(hydrazinecarbonyl)benzyl)-N-(pyridin-3-yl)methanesulfonamide